tert-butyl ((2S)-1-((1-((3,5-dimethoxybenzyl)amino)-1,2-dioxopentan-3-yl)amino)-4-methyl-1-oxopentan-2-yl)carbamate COC=1C=C(CNC(C(C(CC)NC([C@H](CC(C)C)NC(OC(C)(C)C)=O)=O)=O)=O)C=C(C1)OC